(S)-5-(4-(7-oxaspiro[3.5]non-2-yl)-3-(trifluoromethyl)phenyl)-6-methyl-3,6-dihydro-2H-1,3,4-oxadiazin-2-one C1C(CC12CCOCC2)C2=C(C=C(C=C2)C2=NNC(O[C@H]2C)=O)C(F)(F)F